5-bromo-4-(6-fluoro-2,2-dimethyl-2H-chromen-8-yl)thiophen-2-amine BrC1=C(C=C(S1)N)C=1C=C(C=C2C=CC(OC12)(C)C)F